ClC1=CC(=C(C2=C1OC(O2)(C)C2CCC(CC2)N2CC(C2)OC2CC2)C)C(=O)O 7-chloro-2-(4-(3-cyclopropoxyazetidin-1-yl)cyclohexyl)-2,4-dimethylbenzo[d][1,3]dioxole-5-carboxylic acid